(1R)-2-isopropoxy-1-(1H-pyrazolo[3,4-b]pyridin-5-yl)ethanol C(C)(C)OC[C@H](O)C=1C=C2C(=NC1)NN=C2